6-methoxy-N-(4-hydroxyphenyl)-4-trifluoromethylquinolin-2-amine COC=1C=C2C(=CC(=NC2=CC1)NC1=CC=C(C=C1)O)C(F)(F)F